C(C)(C)C1=C(C=CC=C1)C1(CNC(C1)=O)C(=O)O 3-(2-isopropylphenyl)-5-oxopyrrolidine-3-carboxylic acid